methyl (1-(3-chlorophenyl) prop-2-yn-1-yl) carbonate C(OC)(OC(C#C)C1=CC(=CC=C1)Cl)=O